CC1(CCC(CC1)N1N=CC(=C1)B1OC(C(O1)(C)C)(C)C)O (1s,4s)-1-methyl-4-(4-(4,4,5,5-tetramethyl-1,3,2-dioxaborolan-2-yl)-1H-pyrazol-1-yl)cyclohexanol